(S)-1-(3-(trifluoromethyl)phenyl)ethanol FC(C=1C=C(C=CC1)[C@H](C)O)(F)F